N'-(1-benzyl-6-chloro-1-oxido-3-oxo-3H-1λ4-benzo[d]isothiazol-5-yl)-N-ethyl-N-methylformimidamide C(C1=CC=CC=C1)S1(NC(C2=C1C=C(C(=C2)N=CN(C)CC)Cl)=O)[O-]